5-(2-(2-fluoro-5-methoxyphenylamino)-5-methylpyrimidin-4-ylamino)benzo[d]oxazol-2(3H)-one FC1=C(C=C(C=C1)OC)NC1=NC=C(C(=N1)NC=1C=CC2=C(NC(O2)=O)C1)C